2-(3-(1-((3S,4R)-3-fluoropiperidin-4-yl)vinyl)-1,2,4-triazin-6-yl)-5-(1H-imidazol-1-yl)phenol F[C@@H]1CNCC[C@@H]1C(=C)C=1N=NC(=CN1)C1=C(C=C(C=C1)N1C=NC=C1)O